COC1=C(C=CC(=C1)C)C1=C2C(=C(N=N1)O)N=CC=C2 5-(2-methoxy-4-methylphenyl)pyrido[2,3-d]pyridazin-8-ol